C(#C)C1(CC1)NC(OC(C)(C)C)=O tert-butyl (1-ethynylcyclopropyl)carbamate